FC(CO)(C)C 2-fluoro-2-methylpropan-1-ol